N-(benzo[d]thiazol-5-yl)-1-((2,3-dihydrobenzofuran-5-yl)sulfonyl)-2-methylpiperidine-4-carboxamide S1C=NC2=C1C=CC(=C2)NC(=O)C2CC(N(CC2)S(=O)(=O)C=2C=CC1=C(CCO1)C2)C